C(C=CC=CCCCCCCCCCCCC)=O 11Z-heptadecadienal